4-benzyl-N-[(1r,3s)-3-{[2-(trifluoromethyl)quinolin-4-yl]amino}cyclohexyl]morpholine-3-carboxamide C(C1=CC=CC=C1)N1C(COCC1)C(=O)N[C@H]1C[C@H](CCC1)NC1=CC(=NC2=CC=CC=C12)C(F)(F)F